t-Butyl (S)-8-((tetrahydrofuran-3-yl)amino)-3,4-dihydroisoquinoline-2(1H)-carboxylate O1C[C@H](CC1)NC=1C=CC=C2CCN(CC12)C(=O)OC(C)(C)C